2-(3-(6-(bicyclo[1.1.1]pentan-1-ylamino)pyridin-3-yl)-6-oxopyridazin-1(6H)-yl)-N-cyclobutyl-acetamide C12(CC(C1)C2)NC2=CC=C(C=N2)C2=NN(C(C=C2)=O)CC(=O)NC2CCC2